C(C)C1OC2=C(CN(C1)C(=O)O)C=C(C=C2)C.COC=2C=C(CN(C(=O)OC=1C=CC=C(C1)N(C)C)CC1=CC(=CC=C1)OC)C=CC2 5-[bis(3-methoxybenzyl)aminocarbonyloxy]dimethylaminobenzene 2-ethyl-7-methyl-2,3-dihydrobenzo[f][1,4]oxazepine-4(5H)-carboxylate